(1-(Benzo[b]thiophen-5-yl)vinyl)tributylstannane S1C2=C(C=C1)C=C(C=C2)C(=C)[Sn](CCCC)(CCCC)CCCC